N-((7-Fluoro-2-(4'-fluoro-2'-(4-methyl-4H-1,2,4-triazol-3-yl)-[1,1'-biphenyl]-3-yl)benzo[d]oxazol-5-yl)methyl)-2-methoxyethan-1-amine FC1=CC(=CC=2N=C(OC21)C=2C=C(C=CC2)C2=C(C=C(C=C2)F)C2=NN=CN2C)CNCCOC